4-cyclopentyl-N-(3-hydroxypyridin-2-yl)benzamide C1(CCCC1)C1=CC=C(C(=O)NC2=NC=CC=C2O)C=C1